N-(2-methylpyridin-4-yl)-7H-pyrido[4',3':4,5]pyrrolo[2,3-c][1,7]naphthyridin-6-amine CC1=NC=CC(=C1)NC1=NC2=CN=CC=C2C2=C1NC1=C2C=CN=C1